tert-butyl (1-(3-(benzyloxy)-6-(5-((2-bromoethoxy)methyl)-2,3-dimethoxyphenoxy)hexyl)piperidin-4-yl)(methyl)carbamate C(C1=CC=CC=C1)OC(CCN1CCC(CC1)N(C(OC(C)(C)C)=O)C)CCCOC1=C(C(=CC(=C1)COCCBr)OC)OC